4-methyl-[(benzylthio)(phenyl)]-2,6-di-tert-butylphenol CC1=C(C(=C(C(=C1)C(C)(C)C)O)C(C)(C)C)C1=C(C=CC=C1)SCC1=CC=CC=C1